dimethyl-phenyl-(4-methoxybenzyl)ammonium tetra(pentafluorophenyl)borate FC1=C(C(=C(C(=C1[B-](C1=C(C(=C(C(=C1F)F)F)F)F)(C1=C(C(=C(C(=C1F)F)F)F)F)C1=C(C(=C(C(=C1F)F)F)F)F)F)F)F)F.C[N+](CC1=CC=C(C=C1)OC)(C1=CC=CC=C1)C